CN(C1=CC=2N(C3=CC=CC=C13)C(C(C2S(=O)(=O)C2=CC=C(C)C=C2)=O)(C)C)C 5-(dimethylamino)-1,1-dimethyl-3-tosylpyrrolo[1,2-a]quinolin-2(1H)-one